2-benzyl-2-Dimethylamino-1-(4-morpholinophenyl)-butan-1-one C(C1=CC=CC=C1)C(C(=O)C1=CC=C(C=C1)N1CCOCC1)(CC)N(C)C